CC1=C(C(=O)NC2(CC2)C2=CC(=NC3=CC=CC=C23)C=2C=NN(C2)C)C=CC(=C1)N1C2CN(C(C1)C2)C 2-methyl-N-(1-(2-(1-methyl-1H-pyrazol-4-yl)quinolin-4-yl)cyclopropyl)-4-(5-methyl-2,5-diazabicyclo[2.2.1]heptan-2-yl)benzamide